(((R)-3-amino-4-methylpentanoyl)oxy)methyl 2-((2-ethoxyphenoxy)-methyl)morpholine-4-carboxylate C(C)OC1=C(OCC2CN(CCO2)C(=O)OCOC(C[C@H](C(C)C)N)=O)C=CC=C1